C(OC(=O)OC(C)(C)C)(OC(C)(C)C)=O tert-butoxycarbonyl tert-butyl carbonate